1-{[(2s,4s)-4-(3-hydroxyoxetan-3-yl)-5-oxopyrrolidin-2-yl]methoxy}-7-(prop-2-yloxy)isoquinoline-6-carboxamide tert-butyl-3-ethynyl-3-methoxy-pyrrolidine-1-carboxylate C(C)(C)(C)OC(=O)N1CC(CC1)(OC)C#C.OC1(COC1)[C@@H]1C[C@H](NC1=O)COC1=NC=CC2=CC(=C(C=C12)OC(C)C)C(=O)N